(5S)-8-chloro-N-cyclopentyl-1-[trans-4-(pyridin-2-yloxy)cyclohexyl]-5,6-dihydro-4H-[1,2,4]triazolo[4,3-a][1]benzazepin-5-amine ClC=1C=CC2=C(C[C@@H](CC=3N2C(=NN3)[C@@H]3CC[C@H](CC3)OC3=NC=CC=C3)NC3CCCC3)C1